(20Z,23Z)-10-((8Z,11Z)-heptadeca-8,11-dien-1-yl)-N,8,8-trimethyl-N-(prop-2-yn-1-yl)-7,9,11-trioxa-8-silanonacosa-20,23-dien-1-amine C(CCCCCC\C=C/C\C=C/CCCCC)C(O[Si](OCCCCCCN(CC#C)C)(C)C)OCCCCCCCC\C=C/C\C=C/CCCCC